(3R,4R)-1-cyclohexyl-4-{[5-(2,4-difluoro-phenyl)-isoxazole-3-carbonyl]-amino}-piperidine-3-carboxylic acid [1-(3,5-difluoro-pyridin-2-yl)-ethyl]-amide FC=1C(=NC=C(C1)F)C(C)NC(=O)[C@@H]1CN(CC[C@H]1NC(=O)C1=NOC(=C1)C1=C(C=C(C=C1)F)F)C1CCCCC1